C(C)(C)(C)OC(=O)N(CCC1=NC(=CC=C1[N+](=O)[O-])OC)CC1=C(C=CC(=C1F)F)NC1=C(C(=O)O)C=C(C(=C1)F)F 2-((2-(((tert-butoxycarbonyl)(2-(6-methoxy-3-nitropyridin-2-yl)ethyl)amino)methyl)-3,4-difluorophenyl)amino)-4,5-difluorobenzoic acid